lithium 2-(2-pyridyl)phenolate N1=C(C=CC=C1)C1=C(C=CC=C1)[O-].[Li+]